The molecule is a tetrol that is 2-aminotetradecane with the theree hydroxy substituents located at position 1, 3, and 4. It has a role as a plant metabolite. It is an amino alcohol and a triol. It derives from a hydride of a tetradecane. CCCCCCCCCCC(C(C(CO)N)O)O